FC(C(=O)O)(F)F.N[C@@H](C(=O)NC)C(C)C (2R)-2-Amino-N,3-dimethylbutanamide trifluoroacetic acid salt